C(C)C1=NNC2=CC(=CC=C12)C=O 3-ETHYL-1H-INDAZOLE-6-CARBALDEHYDE